Vinyl-methyldiethoxysilan C(=C)[Si](OCC)(OCC)C